2,2'-(2',3'-bis(10-methylphenazin-5(10H)-yl)-5',6'-diphenyl-[1,1':4',1''-terphenyl]-4,4''-diyl)bis(benzo[d]oxazole) CN1C2=CC=CC=C2N(C=2C=CC=CC12)C1=C(C(=C(C(=C1N1C=2C=CC=CC2N(C2=CC=CC=C12)C)C1=CC=C(C=C1)C=1OC2=C(N1)C=CC=C2)C2=CC=CC=C2)C2=CC=CC=C2)C2=CC=C(C=C2)C=2OC1=C(N2)C=CC=C1